O-(3-amino-2-fluoropyridin-4-yl)-N-(tert-butoxycarbonyl)-L-serine NC=1C(=NC=CC1OC[C@H](NC(=O)OC(C)(C)C)C(=O)O)F